2-hexyldecyl 2-((2-(dimethylamino)ethyl)carbamoyl)-4-((3-((2-hexyldecyl)oxy)-3-oxopropyl)thio)butanoate CN(CCNC(=O)C(C(=O)OCC(CCCCCCCC)CCCCCC)CCSCCC(=O)OCC(CCCCCCCC)CCCCCC)C